C(CCCCC=CC(=O)N)C=CC(=O)N pentylenebisacrylamide